(S)-2-(2-(3-(1-(1-acetylazetidin-3-yl)piperidin-4-yl)-1-methyl-1H-pyrazolo[3,4-b]pyridin-5-yl)-7-(4-chlorophenyl)-5-methylbenzo[d]thiazol-6-yl)-2-(tert-butoxy)acetic acid C(C)(=O)N1CC(C1)N1CCC(CC1)C1=NN(C2=NC=C(C=C21)C=2SC1=C(N2)C=C(C(=C1C1=CC=C(C=C1)Cl)[C@@H](C(=O)O)OC(C)(C)C)C)C